P(=O)(O)(O)O.C=CCCCCCCCCCCCC tetradecene phosphate